COC(C1=CC=C(C=C1)NC(C(CC1=CC=CC=C1)N1OCN(OC1)C1=C(C=CC(=C1)Cl)N1N=NN=C1)=O)=O 4-(2-(4-(5-Chloro-2-(1H-tetrazol-1-yl)phenyl)-2,5-dioxapiperazin-1-yl)-3-phenylpropionamido)benzoic acid methyl ester